ClC=1C=NN2C1C(=CC(=C2)C=2N=NN(C2C)C2CCN(CC2)C#N)OC(CO)C2=NC=CC=C2 4-[4-[3-Chloro-4-[2-hydroxy-1-(2-pyridyl)ethoxy]pyrazolo[1,5-a]pyridin-6-yl]-5-methyl-triazol-1-yl]piperidine-1-carbonitrile